N,N-dimethylphenyl-sulfanilamide CN(S(=O)(C1=C(C=C(C=C1)N)C1=CC=CC=C1)=O)C